2-hydroxy-N-((5-(2-((1-methyl-6-(trifluoromethyl)-1H-pyrazolo[3,4-d]pyrimidin-4-yl)thio)acetyl)thiophen-2-yl)methyl)acetamide OCC(=O)NCC=1SC(=CC1)C(CSC1=C2C(=NC(=N1)C(F)(F)F)N(N=C2)C)=O